N1C(=NC2=C1C=CC=C2)C2=NC(=NN2C)NC(C2=CC=C(C=C2)N2CCN(CC2)C)=O N-[5-(1H-benzimidazol-2-yl)-1-methyl-1,2,4-triazol-3-yl]-4-(4-methylpiperazin-1-yl)benzamide